tert-butyl (2'-(4,4-difluorocyclohexyl)-[2,4'-bipyridin]-3'-yl)carbamate FC1(CCC(CC1)C1=NC=CC(=C1NC(OC(C)(C)C)=O)C1=NC=CC=C1)F